O=C(\C=C/C1=CC=C(OCC(=O)O)C=C1)C1=CC=CC=C1 2-[4-[(Z)-3-Oxo-3-phenylprop-1-enyl]phenoxy]acetic acid